C(CCCCCCC)(=O)[O-].C(CCCCCCC)(=O)[O-].C(CCCCCCC)(=O)[O-].C(CCC)[Sn+3] butyl-tin (IV) tris(octanoate)